C(C)(C)(C)OC(=O)N1CC=2N(CC1)N=CC2C(=O)N(C)CC2=CC=C(C(=O)O)C=C2 4-[(l-5-[(tert-butoxy)carbonyl]-4H,5H,6H,7H-pyrazolo[1,5-a]pyrazin-3-yl-N-methylformamido)methyl]benzoic acid